CC1=C(C(C=C(C1=O)C)=O)C\C=C/CCC 3,5-dimethyl-2-(cis-2-hexen-1-yl)p-benzoquinone